(2S,5R)-2-(N-nicotinoylcarbamimidoyl)-7-oxo-1,6-diazabicyclo[3.2.1]oct-6-ylsulfate C(C1=CN=CC=C1)(=O)NC(=N)[C@H]1N2C(N([C@H](CC1)C2)OS(=O)(=O)[O-])=O